BrC1=C(C(=CC(=C1O)Br)/C=N/C1=C(C=C(C=C1)C=1OC2=C(N1)C(=CC=C2)C)Cl)O (E)-2,4-dibromo-6-(((2-chloro-4-(4-methylbenzo[d]oxazol-2-yl)phenyl)imino)methyl)benzene-1,3-diol